C(C)C=1N=C2N(C=C(C=C2)C=2C=NC(=CC2)N2CCN(CC2)C(=O)N2C[C@@H](CC2)O)C1N(C=1SC(=C(N1)C1=CC=C(C=C1)F)C#N)C (R)-2-((2-ethyl-6-(6-(4-(3-hydroxypyrrolidine-1-carbonyl)piperazin-1-yl)pyridin-3-yl)imidazo[1,2-a]pyridin-3-yl)(methyl)amino)-4-(4-fluorophenyl)thiazole-5-carbonitrile